(2-(3-(6-(4,6-diphenyl-1,3,5-triazin-2-yl)phenyl)-9,9-dimethyl-9H-fluoren-3-yl)phenoxy)ethan-1-ol C1(=CC=CC=C1)C1=NC(=NC(=N1)C1=CC=CC=C1)C1=CC=CC=C1C1(CC=C2C(C3=CC=CC=C3C2=C1)(C)C)C1=C(OC(C)O)C=CC=C1